3-Acetyl-12-(((2S,3R,4S,6R)-4-(dimethylamino)-3-hydroxy-6-methyltetrahydro-2H-pyran-2-yl)oxy)-13-methoxy-9,11,13,15,17-pentamethyl-7-oxa-3,17-diazaspiro[5.12]octadecane-8,10-dione C(C)(=O)N1CCC2(CC1)OC(C(C(C(C(C(CC(CN(C2)C)C)(C)OC)O[C@@H]2O[C@@H](C[C@@H]([C@H]2O)N(C)C)C)C)=O)C)=O